4-(5-(1-phenyl-1H-pyrazol-3-yl)-2-(tetrahydrofuran-2-yl)pyrazolo[1,5-a]pyrimidin-7-yl)morpholine C1(=CC=CC=C1)N1N=C(C=C1)C1=NC=2N(C(=C1)N1CCOCC1)N=C(C2)C2OCCC2